N-(5-(3-(3,3-dimethylbutoxy)phenyl)-4-(2-methyl-6-(trifluoromethyl)phenyl)thiazol-2-yl)-3-nitrobenzenesulfonamide CC(CCOC=1C=C(C=CC1)C1=C(N=C(S1)NS(=O)(=O)C1=CC(=CC=C1)[N+](=O)[O-])C1=C(C=CC=C1C(F)(F)F)C)(C)C